C(C)(=O)OC=1C(CCl)=CC=CC1 Acetylsalicyl chloride